(R)-N-(1-(4-chlorophenyl)-2,2,2-trifluoroethyl)-6-methoxypyridazine-3-sulfonamide ClC1=CC=C(C=C1)[C@H](C(F)(F)F)NS(=O)(=O)C=1N=NC(=CC1)OC